1,2-Epoxycyclopentane C12C(CCC1)O2